5-(((1-oxo-7,8-dihydro-1H,6H,9H-6,8a-ethanopyrrolo[1',2':3,4]imidazo[1,2-c]pyrimidin-3-yl)oxy)methyl)-2-(4-chloro-3-(trifluoromethyl)phenoxy)benzonitrile O=C1N=C(C=C2N1CC13N2C(CC1)CC3)OCC=3C=CC(=C(C#N)C3)OC3=CC(=C(C=C3)Cl)C(F)(F)F